2-(4-fluorophenyl)-5-(4,4,5,5-tetramethyl-1,3,2-dioxaborolan-2-yl)thiazole tert-butyl-N-[(1S)-1-[2-(5-bromopyrazin-2-yl)-1,2,4-triazol-3-yl]ethyl]carbamate C(C)(C)(C)OC(N[C@@H](C)C=1N(N=CN1)C1=NC=C(N=C1)Br)=O.FC1=CC=C(C=C1)C=1SC(=CN1)B1OC(C(O1)(C)C)(C)C